(3-hydroxypropyl)triphenylphosphonium Bromide [Br-].OCCC[P+](C1=CC=CC=C1)(C1=CC=CC=C1)C1=CC=CC=C1